CC1=NN=C2N1C=C(C=C2C)C=2NC1=CC=C(C=C1C2C(C)C)C2CCN(CC2)CC#N 2-(4-(2-(3,8-dimethyl-[1,2,4]triazolo[4,3-a]pyridin-6-yl)-3-isopropyl-1H-indol-5-yl)piperidin-1-yl)acetonitrile